FC(OC1=CC=C2CCNC2=C1)F 6-(difluoromethoxy)indoline